CC(=CCC1=C(C(=CC(=C1)/C=C/C(=O)O)O)O)C The molecule is a hydroxycinnamic acid that is trans-caffeic acid substituted by a prenyl group at position 5. Isolated from Brazilian propolis, it exhibits antioxidant activity. It has a role as a metabolite and an antioxidant. It derives from a trans-caffeic acid.